BrC1=CC2=C(CC(OC2=O)=O)C=C1OC 7-bromo-6-methoxy-1,3-dioxo-3,4-dihydro-1H-2-benzopyran